glycyl-L-arginyl-glycyl-3-sulfo-L-alanyl-L-threonine NCC(=O)N[C@@H](CCCNC(N)=N)C(=O)NCC(=O)N[C@@H](CS(=O)(=O)O)C(=O)N[C@@H]([C@H](O)C)C(=O)O